BrC1=CN=C(S1)C=1C=NC=CC1 3-(5-bromothiazol-2-yl)pyridine